C[C@H]1NC(C2=C(C=3C=4C=CC(=NC4C=CC3S2)C=2C(=NOC2C)C=C)NC1)=O (R)-10-methyl-3-(5-methyl-3-vinylisoxazol-4-yl)-9,10,11,12-tetrahydro-8H-[1,4]diazepino[5',6':4,5]thieno[3,2-f]quinolin-8-one